C(C)(C)C=1C=CC=C(C(=O)NC2=CC=C(C=C2)OC)C1 5-isopropyl-N-(4-methoxyphenyl)benzamide